ClC=1C=C(C=CC1)C1=CC=C(C=C1)C(C)=O 1-(3'-chlorobiphenyl-4-yl)ethanone